(4R,6R,7R)-6-methyl-4-{[methyl(phenylcarbamoyl)amino]carbonyl}-6,11-diazatetracyclo[7.6.1.02,7.012,16]hexadeca-1(16),2,9,12,14-pentaen-6-ium C[NH+]1C[C@@H](C=C2C=3C=CC=C4NC=C(C[C@@H]12)C34)C(=O)N(C(NC3=CC=CC=C3)=O)C